NC1CCC(CC1)NC1=NC(=NC=C1C(=O)N)N[C@@H](C)C1CCCCC1 4-((1s,4R)-4-aminocyclohexylamino)-2-((S)-1-cyclohexylethylamino)pyrimidine-5-carboxamide